tert-butyl-9-((1-(3-(2,6-bis(benzyloxy)pyridin-3-yl)-7-fluoro-1-methyl-1H-indazol-6-yl)piperidin-4-yl)methyl)-3,9-diazaspiro[5.5]undecane-3-carboxylate C(C)(C)(C)OC(=O)N1CCC2(CC1)CCN(CC2)CC2CCN(CC2)C2=CC=C1C(=NN(C1=C2F)C)C=2C(=NC(=CC2)OCC2=CC=CC=C2)OCC2=CC=CC=C2